ClC1=C(C=NN1CCC1=CC=CC=C1)N 5-chloro-1-phenethyl-1H-pyrazol-4-amine